FC=1C(=C(C=CC1F)[C@H]1[C@@H](S[C@](C1)(C(F)(F)F)C)C(=O)NC1=CC(=NC=C1)SC#N)OC (2R,3S,5R)-3-(3,4-difluoro-2-methoxyphenyl)-5-methyl-N-(2-thiocyanopyridin-4-yl)-5-(trifluoromethyl)tetrahydrothiophene-2-carboxamide